The molecule is a pentacyclic triterpenoid that is cycloastragenol having beta-D-xylopyranosyl and beta-D-glucopyranosyl residues attached at positions O-3 and O-6 respectively. It is isolated from Astragalus membranaceus var mongholicus. It has a role as an EC 4.2.1.1 (carbonic anhydrase) inhibitor, an anti-inflammatory agent, a neuroprotective agent, an antioxidant, a pro-angiogenic agent and a plant metabolite. It is a triterpenoid saponin and a pentacyclic triterpenoid. It derives from a cycloastragenol. C[C@]12CC[C@@]34C[C@@]35CC[C@@H](C([C@@H]5[C@H](C[C@H]4[C@@]1(C[C@@H]([C@@H]2[C@]6(CC[C@H](O6)C(C)(C)O)C)O)C)O[C@H]7[C@@H]([C@H]([C@@H]([C@H](O7)CO)O)O)O)(C)C)O[C@H]8[C@@H]([C@H]([C@@H](CO8)O)O)O